C(C)(C)(C)OCCON1C(C2=C(N(C(C=C2CC1)=O)C)NC1=C(C=C(C=C1)SC)Cl)=O 2-(2-(tert-butoxy)ethoxy)-8-((2-chloro-4-(methylthio)phenyl)amino)-7-methyl-3,4-dihydro-2,7-naphthyridine-1,6(2h,7h)-dione